C(#N)C1(CC1)N(S(=O)(=O)C1=CC=C(C=C1)[N+](=O)[O-])[C@H]1CN(CC1)C=1C2=CN(N=C2C(=CC1)C(=O)NC=1C=C(C=2N(C1)C=C(N2)C)F)C 4-[(3R)-3-[N-(1-cyanocyclopropyl)4-nitrobenzenesulfonamido]pyrrolidin-1-yl]-N-{8-fluoro-2-methylimidazo[1,2-a]pyridin-6-yl}-2-methylindazole-7-carboxamide